F[B-](F)(F)F.C(CCCC)[N+]1=CN(C2=C1C=CC=C2)CCCCC 1,3-Dipentylbenzimidazolium tetrafluoroborate